ONC(=O)C1=CC=C2C=NN(C2=C1)CC1=CC(=CC=C1)OC1=CC=CC=C1 1-(3-Phenoxybenzyl)-1H-indazole-6-carboxylic acid hydroxyamide